C(C)C(COC(C=C)=O)CCCC.C(C=C)(=O)OC Methyl acrylate 2-ethylhexyl-acrylate